C[C@@H]1CN(C[C@@H](O1)C)C(=O)C=1C2=C(N(N1)CC(=O)N1CCN(CC1)C1=C(C(=CC=C1)C)C)C1C(C2)C1 2-{3-[(2R,6S)-2,6-dimethylmorpholine-4-carbonyl]-4,4a,5,5a-tetrahydro-1H-cyclopropa[4,5]cyclopenta[1,2-c]pyrazol-1-yl}-1-[4-(2,3-dimethylphenyl)piperazin-1-yl]ethan-1-one